F[C@H]1C[C@@H]2[C@@H]3N(C(C=4N(C3)C=C(C(C4O)=O)C(=O)NCC4=C(C=C(C=C4F)F)F)=O)[C@H]1C2 (1R,3S,4S,12aS)-3-fluoro-7-hydroxy-6,8-dioxo-N-(2,4,6-trifluorophenylmethyl)-1,2,3,4,6,8,12,12a-octahydro-1,4-methanodipyrido[1,2-a:1',2'-d]pyrazine-9-carboxamide